(R)-9-chloro-4-fluoro-3,4-dihydro-2H-benzo[b][1,4]oxathiepine-7-carboxylic acid 5,5-dioxide ClC1=CC(=CC2=C1OCC[C@@H](S2(=O)=O)F)C(=O)O